ClC1=CC=C(C(=N1)C=1C=NN(C1)C)NC(C)C=1C=2C3=C(N(C(C2C=C(C1)C)=O)C)N(N=C3)C3CCN(CC3)CC(C)(C)O 9-[1-[[6-Chloro-2-(1-methylpyrazol-4-yl)-3-pyridyl]amino]ethyl]-3-[1-(2-hydroxy-2-methyl-propyl)-4-piperidyl]-4,7-dimethyl-pyrazolo[3,4-c]isoquinolin-5-one